C1(=CC=CC=C1)N1C2=CC=CC=C2C=2C=C(C=CC12)C1=CC=C(C=C1)N(C1=CC=2C(C3=CC=CC=C3C2C=C1)(C)C)C1=CC=C(C=C1)C1=CC=C(C=C1)C1=CC=CC=C1 N-[4-(9-phenyl-9H-carbazol-3-yl)phenyl]-N-[1,1':4',1''-terphenyl-4-yl]-9,9-dimethyl-9H-fluoren-2-amine